FC(C(=O)O)(F)F.FC(C1=CC=C(C=CC2CC3(CNC3)C2)C=C1)(F)F 6-(4-(trifluoromethyl)styryl)-2-azaspiro[3.3]heptane 2,2,2-trifluoroacetate